C(=O)(O)C1=CC=C(C=C1)C1=NC(=C(N=C1C1=CC=C(C=C1)C(=O)O)C1=CC=C(C=C1)C(=O)O)C1=CC=C(C=C1)C(=O)O 2,3,5,6-tetra(4-carboxyphenyl)pyrazine